5-cyclopropyl-N3-methyl-2-oxo-1,2-dihydropyridine-3,5-dicarboxamide C1(CC1)C1(C=C(C(NC1)=O)C(=O)NC)C(=O)N